Tert-Butyl (S)-(8-(2-(4-(4-Chlorophenyl)-2,3,9-trimethyl-6H-thieno[3,2-f][1,2,4]triazolo[4,3-a][1,4]diazepin-6-yl)acetamido)octyl)carbamate ClC1=CC=C(C=C1)C1=N[C@H](C=2N(C3=C1C(=C(S3)C)C)C(=NN2)C)CC(=O)NCCCCCCCCNC(OC(C)(C)C)=O